1,3-divinyl-1,3-dimethyl-1,3-disilacyclobutane C(=C)[Si]1(C[Si](C1)(C)C=C)C